FC=1C=C2C=CC=C(C2=CC1)C#N 6-Fluoro-1-naphthonitrile